3-hydroxy-5-methoxy-2-(4-(trifluoromethyl)phenyl)-4H-pyrano[2,3-c]pyridin-4-one OC=1C(C=2C(=CN=CC2OC)OC1C1=CC=C(C=C1)C(F)(F)F)=O